D-N-Boc-serin C(=O)(OC(C)(C)C)N[C@@H](CO)C(=O)O